2-(2-((1-(3-bromophenyl)propyl)amino)ethyl)isoindoline-1,3-dione BrC=1C=C(C=CC1)C(CC)NCCN1C(C2=CC=CC=C2C1=O)=O